(1R,2S)-N-(7-chloro-6-(1-((3R,4R)-4-hydroxy-3-methyltetrahydrofuran-3-yl)piperidin-4-yl)isoquinolin-3-yl)-2-(difluoromethyl)cyclopropane-1-carboxamide ClC1=C(C=C2C=C(N=CC2=C1)NC(=O)[C@H]1[C@H](C1)C(F)F)C1CCN(CC1)[C@@]1(COC[C@@H]1O)C